2,2-dimethyl-5,18-dioxo-8,11,14-trioxa-4,17-diaza-docosan-22-oic acid CC(C)(CNC(CCOCCOCCOCCNC(CCCC(=O)O)=O)=O)C